ethylene 2,3-furandicarboxylate O1C2=C(C=C1)C(=O)OCCOC2=O